(2-aminoethyl)-2-(2,5-dioxo-2,5-dihydro-1H-pyrrol-1-yl)acetamide NCCC(C(=O)N)N1C(C=CC1=O)=O